CN1N=C(C(=C1)C)NC1=C(N=C(S1)C1=CC(=CC=C1)C1=NOC(=C1)[C@]1(C(N(CC1)C)=O)O)C(=O)OCC (R)-Ethyl 5-((1,4-dimethyl-1H-pyrazol-3-yl)amino)-2-(3-(5-(3-hydroxy-1-methyl-2-oxopyrrolidin-3-yl)isoxazol-3-yl)phenyl)thiazole-4-carboxylate